2-iodo-5-methyl-1,3,4-thiadiazole IC=1SC(=NN1)C